OC(C)(C)C1=CC=CC(=N1)N1N(C(C=2C1=NC(=NC2)SC)=O)C(C)C 1-(6-(2-Hydroxyprop-2-yl)pyridin-2-yl)-2-isopropyl-6-(methylthio)-1,2-dihydro-3H-pyrazolo[3,4-d]pyrimidin-3-one